ethyl 6-bromo-3-(4-((tert-butoxycarbonyl)amino)phenoxy)benzo[b]thiophene-2-carboxylate BrC=1C=CC2=C(SC(=C2OC2=CC=C(C=C2)NC(=O)OC(C)(C)C)C(=O)OCC)C1